Bis-7-indolylmaleimide N1C=CC2=CC=CC(=C12)C1=C(C(=O)NC1=O)C=1C=CC=C2C=CNC12